C(C#C)N(NC(=O)OC(C)(C)C)C(=O)OC(C)(C)C di-tert-butyl 1-(prop-2-yn-1-yl)hydrazine-1,2-Dicarboxylate